ClC1=C2CN(C(C2=CC(=C1C(F)(F)F)CC1=CC=C(C=C1)N1N=CC=C1)=O)[C@H]1[C@@H](CCC1)O |r| rac-4-chloro-2-(trans-2-hydroxycyclopentyl)-6-(4-(1H-pyrazol-1-yl)benzyl)-5-(trifluoromethyl)isoindolin-1-one